C(C)(=O)N1[C@H]([C@@H]([C@H](C2=CC(=NC(=C12)OC)N1CCOCC1)NC(OCC1=CC=CC=C1)=O)C)C1CC1 |r| rac-benzyl ((2S,3R,4R)-1-acetyl-2-cyclopropyl-8-methoxy-3-methyl-6-morpholino-1,2,3,4-tetrahydro-1,7-naphthyridin-4-yl)carbamate